ClC=1C=C(C=C(C1)NS(=O)(=O)C)NC(=O)C1=CN(C(=C1)C1=C(C=C(C=C1F)F)F)C N-(3-chloro-5-(methylsulfonamido)phenyl)-1-methyl-5-(2,4,6-trifluorophenyl)-1H-pyrrole-3-carboxamide